Cl.Cl.C(C)C1CN(CCN1)C=1N=NC(=CN1)C1=C(C=C(C=C1)C1=CC2=CN(N=C2C(=C1)F)C)O 2-[3-(3-ethylpiperazin-1-yl)-1,2,4-triazin-6-yl]-5-(7-fluoro-2-methyl-2H-indazol-5-yl)phenol dihydrochloride